FC1(C(CNCC1)C1=CC(=C(N=N1)OC)N)F 6-(4,4-difluoropiperidin-3-yl)-3-methoxypyridazin-4-amine